P([O-])([O-])[O-].[Cl-].[Cl-].OCC(CO)(CO)CO pentaerythritol dichloride phosphite